ClC=1C(=CC(=C(C1)N(C(=O)[C@H]1N(C(C2=CC(=CC(=C12)OC)OC)=O)C1=NC(=CC(=C1)C(F)(F)F)C)C)F)F (S)-N-(5-chloro-2,4-difluorophenyl)-5,7-dimethoxy-N-methyl-2-(6-methyl-4-(trifluoromethyl)pyridin-2-yl)-3-oxoisoindoline-1-carboxamide